1-(2-carbonyl-1,2-dihydrobenzo[cd]indol-6-yl)-5-(trifluoromethyl)-1H-pyridine C(=O)=C1NC2=CC=C(C=3C2=C1C=CC3)N3CC=CC(=C3)C(F)(F)F